1-(4-fluorophenyl)-4,5,6-trimethyl-2-oxopyridine-3-carboxamide FC1=CC=C(C=C1)N1C(C(=C(C(=C1C)C)C)C(=O)N)=O